(R)-7-(6-(1-(2,2-difluoro-1-(4-fluorophenyl)propyl)-1H-pyrazol-4-yl)-3,5-difluoro-pyridin-2-yl)-8-methyl-[1,2,4]triazolo[1,5-a]pyridin-2-amine FC([C@@H](C1=CC=C(C=C1)F)N1N=CC(=C1)C1=C(C=C(C(=N1)C1=C(C=2N(C=C1)N=C(N2)N)C)F)F)(C)F